NC1CN(CCCC1)C1=NC(=NC2=C(C(=C(C=C12)Cl)C1=CC=CC2=C1N=C(S2)N)F)OC[C@H]2N(CCC2)C 4-(4-(3-aminoazepan-1-yl)-6-chloro-8-fluoro-2-(((S)-1-methylpyrrolidin-2-yl)-methoxy)quinazolin-7-yl)-benzo[d]thiazol-2-amine